CSC1=NC(=C2NC=NC2=N1)S 2-methylthio-6-mercaptopurine